ClC=1C=C(C=CC1F)NC1=NC=NC2=CC(=C(C=C12)NC(C=CCCN1CCCCC1)=O)OCCC 5-Piperidin-1-yl-pent-2-enoic acid [4-(3-chloro-4-fluoro-phenylamino)-7-propoxy-quinazolin-6-yl]-amide